ClC=1C=C(C=CC1C(F)(F)F)C=1C=C2CCN(C(C2=CC1)=O)C=1C=CC(=C(C1)NS(=O)(=O)C)O N-(5-(6-(3-chloro-4-(trifluoromethyl)phenyl)-1-oxo-3,4-dihydroisoquinolin-2(1H)-yl)-2-hydroxyphenyl)methanesulfonamide